The molecule is a fatty acyl-CoA(4-) arising from deprotonation of phosphate and diphosphate functions of (9S,13S)-1a,1b-dinor-10,11-dihydro-12-oxo-15-phytoenoyl-CoA; major species at pH 7.3. It is a conjugate base of a (9S,13S)-1a,1b-dinor-10,11-dihydro-12-oxo-15-phytoenoyl-CoA. CC/C=C\\C[C@H]1[C@H](CCC1=O)CCCCCC(=O)SCCNC(=O)CCNC(=O)[C@@H](C(C)(C)COP(=O)([O-])OP(=O)([O-])OC[C@@H]2[C@H]([C@H]([C@@H](O2)N3C=NC4=C(N=CN=C43)N)O)OP(=O)([O-])[O-])O